(4-fluorophenyl)(2-phenyl-1-(phenylsulfonyl)-1H-imidazol-4-yl)methanone FC1=CC=C(C=C1)C(=O)C=1N=C(N(C1)S(=O)(=O)C1=CC=CC=C1)C1=CC=CC=C1